(R)-1-(5-((1-(dimethylamino)propan-2-yl)oxy)-4-((5-fluoroquinolin-6-yl)amino)quinazolin-7-yl)-4-methylpiperidin-4-ol CN(C[C@@H](C)OC1=C2C(=NC=NC2=CC(=C1)N1CCC(CC1)(O)C)NC=1C(=C2C=CC=NC2=CC1)F)C